ClC1=C(C(=O)O)C(=CC=N1)C 2-chloro-4-methylnicotinic acid